5-chloro-2-(4,4-difluoroazepan-1-yl)-6-(deuteromethyl)nicotinic acid ClC=1C(=NC(=C(C(=O)O)C1)N1CCC(CCC1)(F)F)C[2H]